C(C)OC(=O)C1(CC1)NC1=NC(=NC=C1[N+](=O)[O-])Cl 1-((2-chloro-5-nitropyrimidin-4-yl)amino)cyclopropane-1-carboxylic acid ethyl ester